cadmium-indium-gallium [Ga].[In].[Cd]